N-(2-(3,3-dimethyl-2-phenylcyclobut-1-enyl)-4-cyanophenyl)acetamide CC1(C(=C(C1)C1=C(C=CC(=C1)C#N)NC(C)=O)C1=CC=CC=C1)C